FC(C1=CC=C(C=C1)NC1=NC=CC=C1C1=NN=C(O1)CCNC#N)(F)F (2-(5-(2-((4-(trifluoromethyl)phenyl)amino)pyridin-3-yl)-1,3,4-oxadiazol-2-yl)ethyl)cyanamide